C1(=CC=C(C=C1)S(=O)(=O)NC(OCC)=O)C Ethyl (p-tolylsulfonyl)carbamate